O1C(=CC=C1)C1=NN2C(N=C(N=C2N)NCCC2=CC=C(C=C2)OCCOCCN2CCOCC2)=N1 2-(furan-2-yl)-N5-(4-(2-(2-morpholinoethoxy)ethoxy)phenethyl)-[1,2,4]triazolo[1,5-a][1,3,5]triazine-5,7-diamine